[C@@H]1([C@H](O)[C@H](O)[C@@H](CO)O1)N1C(=S)NC(=O)C=C1 2-thiouridin